4-methoxy-N-[(1s,4s)-4-{[2-(trifluoromethyl)-1,3-benzoxazol-7-yl]amino}cyclohexyl]benzamide COC1=CC=C(C(=O)NC2CCC(CC2)NC2=CC=CC=3N=C(OC32)C(F)(F)F)C=C1